(1S,2R,3S)-2-methyl-3-(pyrimidin-4-yl)cyclopropane-1-carboxylic acid tert-butyl ester C(C)(C)(C)OC(=O)[C@H]1[C@@H]([C@@H]1C1=NC=NC=C1)C